C1=CC=C2C=CC=C3CC=4C=CC5=C(C4C1=C23)C=CC=C5 Dibenz[a,kl]anthracen